Cl.CNC1CCSCC1 N-methyltetrahydrothiopyran-4-amine hydrochloride